6,6-Dimethyl-4-(trifluoromethyl)-2,5,6,7-tetrahydro-3H-cyclopenta[C]pyridazin-3-one CC1(CC=2C(=NNC(C2C(F)(F)F)=O)C1)C